(4-bromophenyl)(cis-2,6-dimethylmorpholino)methanone tert-butyl-N-{[4-(2,4-dichloro-5-cyanobenzamido)phenyl]methyl}carbamate C(C)(C)(C)OC(NCC1=CC=C(C=C1)NC(C1=C(C=C(C(=C1)C#N)Cl)Cl)=O)=O.BrC1=CC=C(C=C1)C(=O)N1C[C@@H](O[C@@H](C1)C)C